N1C=C(C2=CC=CC=C12)C1=NC(=NC=C1C)NC=1C=C(C(=CC1OC)N1CCC(CC1)C)N N'-[4-(1H-indol-3-yl)-5-methylpyrimidin-2-yl]-4-methoxy-6-(4-methylpiperidin-1-yl)benzene-1,3-diamine